3-(4-(1-(9-((4-(((R)-1-(3-Bromophenyl)ethyl)amino)-6-methoxy-2-methyl-quinazolin-7-yl)oxy)nonyl)piperidin-4-yl)-6-fluoro-1-oxoisoindolin-2-yl)piperidine-2,6-dione BrC=1C=C(C=CC1)[C@@H](C)NC1=NC(=NC2=CC(=C(C=C12)OC)OCCCCCCCCCN1CCC(CC1)C1=C2CN(C(C2=CC(=C1)F)=O)C1C(NC(CC1)=O)=O)C